NC1=NC2=CC=C(C=C2C=C1Br)C(=O)N([C@H](C)C1=NC=CC=C1F)CC1=NC=C(C=C1)C#N 2-amino-3-bromo-N-((5-cyano-2-pyridinyl)methyl)-N-((1R)-1-(3-fluoro-2-pyridinyl)ethyl)-6-quinolinecarboxamide